C[C@H]1[C@H]2CC[C@H]3[C@]([C@@H]2C(=O)C=C1C=C)(CC[C@H](C3(C)C)O)C The molecule is a diterpenoid that is the 3alpha-hydroxy-11-oxo derivative of ent-cassa-12,15-diene. It is a diterpenoid, an enone and a secondary alcohol. It derives from a hydride of an ent-cassa-12,15-diene.